(4-bromo-1-naphthyl)-4-methoxybenzenesulfonamide BrC1=CC=C(C2=CC=CC=C12)C1=C(C=CC(=C1)OC)S(=O)(=O)N